N1(CCCCC1)CC1=CC(=NC=C1)NC=1SC2=C(N1)C=CC(=C2)C2=CC=NC=C2 N-(4-(piperidin-1-ylmethyl)pyridin-2-yl)-6-(pyridin-4-yl)benzo-[d]thiazol-2-amine